CC1=CC=CC2=C(C3=C(C=CC=C3C(=C12)OC(=O)C1C(C2C=CC1C2)C(=O)O)C)OC(=O)C2C(C1C=CC2C1)C(=O)O 1,5-dimethyl-9,10-bis[2-carboxy(3,6-methano-4-cyclohexenyl)]carbonyloxyanthracene